4-[2-amino-4-ethyl-5-(4-methoxyphenyl)-3-pyridinyl]phenol NC1=NC=C(C(=C1C1=CC=C(C=C1)O)CC)C1=CC=C(C=C1)OC